N1(C=NC=C1)C1=C(C(=O)N2CCC(CC2)(C#N)CC2=CC=C(C=C2)F)C=CC=N1 1-(2-(1H-imidazol-1-yl)nicotinoyl)-4-(4-fluorobenzyl)piperidine-4-carbonitrile